5-(methylthio)-6-(trifluoromethyl)nicotinic acid CSC=1C(=NC=C(C(=O)O)C1)C(F)(F)F